BrC=1C=C(C(=C(C(=O)[O-])C1)NC1CC(C1)(C)O)C(F)(F)F 5-bromo-2-[((cis)-3-hydroxy-3-methyl-cyclobutyl)amino]-3-(trifluoromethyl)benzoate